N,N-bis(4-methoxybenzyl)imidazo[2,1-f][1,2,4]triazin-4-amine COC1=CC=C(CN(C2=NC=NN3C2=NC=C3)CC3=CC=C(C=C3)OC)C=C1